CN1N=C2N=CC(=CC2=C1)C1=CC=C2C(=N1)SC(=C2)[C@@H](CCC)O (1R)-1-(6-(2-methyl-2H-pyrazolo[3,4-b]pyridin-5-yl)thieno[2,3-b]pyridin-2-yl)-1-butanol